FC1=C(OC2=CC3=C(N=C(N=C3)NCC(C)C)N(C2=O)C)C=CC=C1 6-(2-fluorophenoxy)-2-(isobutylamino)-8-methylpyrido[2,3-d]pyrimidin-7(8H)-one